1-((6-chloropyridin-3-yl)methyl)-4-oxo-3-((4-(phenylsulfonyl)piperazin-1-yl)methyl)-4H-pyrido[1,2-a]pyrimidin-1-ium ClC1=CC=C(C=N1)C[N+]1=C2N(C(C(=C1)CN1CCN(CC1)S(=O)(=O)C1=CC=CC=C1)=O)C=CC=C2